C(C)N(C1=NC(=CC(=N1)C(=O)NC1=CC(=C(C(=O)O)C=C1)F)C)C(C)C 4-(2-(Ethyl-(isopropyl)amino)-6-methylpyrimidine-4-amido)-2-fluorobenzoic acid